C1(CC1)C=1C(=NSC1C(=O)NC1=CC(=NC=C1)C(F)(F)F)C1=CC(=CC=C1)C(F)F 4-CYCLOPROPYL-3-(3-(DIFLUOROMETHYL)PHENYL)-N-(2-(TRIFLUOROMETHYL)PYRIDIN-4-YL)ISOTHIAZOLE-5-CARBOXAMIDE